1,3,4',5-tetrahydroxystilbene OC1(CC(=CC(=C1)O)O)C=CC1=CC=C(C=C1)O